methyl-valine CN[C@@H](C(C)C)C(=O)O